(E)-3-([1,1'-biphenyl]-4-yl)-N-((2-(2,6-dioxopiperidin-3-yl)-1-oxoisoindolin-5-yl)methyl)-2-(hydroxyimino)propanamide C1(=CC=C(C=C1)C\C(\C(=O)NCC=1C=C2CN(C(C2=CC1)=O)C1C(NC(CC1)=O)=O)=N/O)C1=CC=CC=C1